bis(4-pentylnonyl)-8,8'-((2-hydroxyethyl)azanediyl)dioctanoate C(CCCC)C(CCCOC(CCCCCCCN(CCCCCCCC(=O)OCCCC(CCCCC)CCCCC)CCO)=O)CCCCC